ClC=1C(=NC(=NC1)N1CCC(CC1)C1=CC=C2C(=NN(C2=C1)C)N1C(NC(CC1)=O)=O)NC=1C=C2CC(N(C2=CC1)C)=O 1-(6-(1-(5-chloro-4-((1-methyl-2-oxoindolin-5-yl)amino)pyrimidin-2-yl)piperidin-4-yl)-1-methyl-1H-indazol-3-yl)dihydropyrimidine-2,4(1H,3H)-dione